BrC=1C(=NC=C(C1)N1C[C@@H](CCC1)N1C(N(CC1)C)=O)C#N 3-bromo-5-[(3R)-3-(3-methyl-2-oxoimidazolidin-1-yl)piperidin-1-yl]Pyridine-2-carbonitrile